tetraallyl-terephthalic acid diamide C(C=C)C1=C(C(=C(C(=C1C(=O)N)CC=C)CC=C)C(=O)N)CC=C